ClCC1=CC=C(C(=O)NOC)C=C1 4-(chloromethyl)-N-methoxybenzamide